2-(2-pyridyl)malonaldehyde N1=C(C=CC=C1)C(C=O)C=O